6-bromo-4-fluoro-1-(2,2,2-trifluoroethyl)-1H-indazole BrC1=CC(=C2C=NN(C2=C1)CC(F)(F)F)F